1-hydroxycyclopentane-1-carboxamide OC1(CCCC1)C(=O)N